dihydroxy-3-(4-phenylpiperazine-1-carbonyl)anthracene-9,10-dione OC1=C(C=2C(C3=CC=CC=C3C(C2C=C1C(=O)N1CCN(CC1)C1=CC=CC=C1)=O)=O)O